COC1=NC=C(C=N1)C(CC(=O)O)N1N=CC2=CC(=CC=C12)OCCC1=NC=2NCCCC2C=C1 3-(2-Methoxypyrimidin-5-yl)-3-(5-(2-(5,6,7,8-tetrahydro-1,8-naphthyridin-2-yl)ethoxy)-1H-indazol-1-yl)propanoic acid